(E)-2-(4-isopropyl-3-methoxyphenylvinyl)thiazole C(C)(C)C1=C(C=C(C=C1)/C=C/C=1SC=CN1)OC